1-(p-methoxyphenyl)piperazine hydrochloride Cl.COC1=CC=C(C=C1)N1CCNCC1